4-((1-((2-cyanophenyl)sulfonyl)-3-(hydroxymethyl)azetidin-3-yl)methoxy)-2-fluorobenzonitrile C(#N)C1=C(C=CC=C1)S(=O)(=O)N1CC(C1)(CO)COC1=CC(=C(C#N)C=C1)F